COCCOC1=CC=C(C=C1)B1OC(C(O1)(C)C)(C)C 2-(4-(2-methoxyethoxy)phenyl)-4,4,5,5-tetramethyl-1,3,2-dioxaborolane